C1C(C12CCCCN2)CNC(=O)C2=CC=1C=NC=CC1N2 N-(8-azaspiro[2.5]octan-2-ylmethyl)-1H-pyrrolo[3,2-c]pyridine-2-carboxamide